C1CC12CCN(CC2)C2=C(C(=O)O)C=CC(=C2)I 2-{6-Azaspiro[2.5]octane-6-yl}-4-iodobenzoic acid